C1=NC=CC2=CC=CC(=C12)OC1=CC(=C(OC=2C=C(C=CC2)CC(=O)OC)C=C1)C(F)(F)F Methyl 2-[3-[4-(8-isoquinolyloxy)-2-(trifluoromethyl)phenoxy]phenyl]acetate